2-(1-acryloyl-4-(7-(7-fluoro-3,4-dihydroquinolin-1(2H)-yl)-2-(3-methoxy-4-(methylamino)pyrrolidin-1-yl)-5,6,7,8-tetrahydroquinazolin-4-yl)piperazin-2-yl)acetonitrile C(C=C)(=O)N1C(CN(CC1)C1=NC(=NC=2CC(CCC12)N1CCCC2=CC=C(C=C12)F)N1CC(C(C1)NC)OC)CC#N